NC=1C(=CC(=C(C1)NC=1N=CC2=C(N1)N(C(C(=C2)C2=CC(=CC=C2)OC)=O)C)OC)N(C)CCN(C)C 2-((5-amino-4-((2-(dimethylamino)ethyl)(methyl)amino)-2-methoxyphenyl)amino)-6-(3-methoxyphenyl)-8-methylpyrido[2,3-d]pyrimidin-7(8H)-one